N-methyl-diaminoethylamine CNCC(N)N